N-(1-cyclohexyl-6-(6-(2,2,2-trifluoroethoxy)pyridin-3-yl)-1H-pyrazolo[3,4-d]pyrimidin-4-yl)-5-nitrothiophene-2-carboxamide C1(CCCCC1)N1N=CC=2C1=NC(=NC2NC(=O)C=2SC(=CC2)[N+](=O)[O-])C=2C=NC(=CC2)OCC(F)(F)F